5-(2,7-dimethylpyrazolo[1,5-a]pyridin-5-yl)-2-(6-(1-methylazetidin-3-yl)pyridazin-3-yl)phenol hydrochloride Cl.CC1=NN2C(C=C(C=C2C)C=2C=CC(=C(C2)O)C=2N=NC(=CC2)C2CN(C2)C)=C1